4,4'-bis[N-[4-{N,N-bis(3-methylphenyl)amino}phenyl]-N-phenylamino]biphenyl CC=1C=C(C=CC1)N(C1=CC(=CC=C1)C)C1=CC=C(C=C1)N(C1=CC=CC=C1)C1=CC=C(C=C1)C1=CC=C(C=C1)N(C1=CC=C(C=C1)N(C1=CC(=CC=C1)C)C1=CC(=CC=C1)C)C1=CC=CC=C1